((1R,4R)-2-oxa-5-azabicyclo[2.2.1]heptan-5-yl)-N-(3-(difluoromethyl)-1-((1R,4R)-4-formylcyclohexyl)-1H-pyrazol-4-yl)pyrazolo[1,5-a]pyrimidine-3-carboxamide [C@H]12OC[C@H](N(C1)C1=NN3C(N=CC=C3)=C1C(=O)NC=1C(=NN(C1)C1CCC(CC1)C=O)C(F)F)C2